Methyl-(E)-3-[2-(3,4-dihydroxyphenyl)-7-hydroxy-3-methoxycarbonyl-2,3-dihydro-1-benzofuran-5-yl]-2-propenoic acid C/C(/C(=O)O)=C\C=1C=C(C2=C(C(C(O2)C2=CC(=C(C=C2)O)O)C(=O)OC)C1)O